5-acetyl-7-chloro-4-(p-tolyl)-4,5-dihydropyrano[3,2-b]indol-2(3H)-one C(C)(=O)N1C2=C(C=3C=CC(=CC13)Cl)OC(CC2C2=CC=C(C=C2)C)=O